S-(7-oxo-7-(thiazol-2-ylamino)heptyl) 2-methyl-propanethioate CC(C(SCCCCCCC(NC=1SC=CN1)=O)=O)C